FC1=CC=CC2=C1N(C(=N2)C=2C(=NON2)N)[C@@H](C)C=2C=NC=CC2 (S)-4-(7-fluoro-1-(1-(pyridin-3-yl)ethyl)-benzimidazol-2-yl)-1,2,5-oxadiazol-3-amine